C(C)OC(=C)C=1C=CC(=NC1)CO (5-(1-ethoxyethenyl)pyridin-2-yl)methanol